N-(3-(5-{(4-((4-(2-(2,6-dioxopiperidin-3-yl)-1,3-dioxoisoindolin-5-yl)piperazin-1-yl)methyl)piperidin-1-yl)methyl}-3-(4-(trifluoromethoxy)phenyl)-1H-indol-1-yl)propyl)acetamide O=C1NC(CCC1N1C(C2=CC=C(C=C2C1=O)N1CCN(CC1)CC1CCN(CC1)CC=1C=C2C(=CN(C2=CC1)CCCNC(C)=O)C1=CC=C(C=C1)OC(F)(F)F)=O)=O